trans-4-(2-(4-(methylsulfonyl)phenyl)-2,3-dihydroimidazo[4,5-d]pyrrolo[2,3-b]pyridine-1(6H)-yl)cyclohexanecarbonitrile CS(=O)(=O)C1=CC=C(C=C1)C1NC=2C(=C3C(=NC2)NC=C3)N1[C@@H]1CC[C@H](CC1)C#N